N'-((3-(3,4-difluorophenyl)-2-(trifluoromethyl)-6,7-dihydro-5H-cyclopenta[b]pyridin-4-yl)carbamoyl)-1-ethyl-4-fluoro-1H-pyrazole-3-sulfonimidamide FC=1C=C(C=CC1F)C=1C(=C2C(=NC1C(F)(F)F)CCC2)NC(=O)N=S(=O)(N)C2=NN(C=C2F)CC